Cl.CC1(CCN(CC1)CC(=O)O)C 2-(4,4-dimethylpiperidin-1-yl)acetic acid hydrochloride